C1(=CCCCC1)C1=C(C=C(C=C1O)CCCCC)O 2-(Cyclohexen-1-yl)-5-pentylbenzene-1,3-diol